(3-glycidyl-oxypropyl)trimethoxysilane C(C1CO1)OCCC[Si](OC)(OC)OC